C(C)N(C([C@@H](C)O)=O)CCN1CCC(CC1)C1=NOC2=C1C=CC(=C2)F (2R)-N-ethyl-N-{2-[4-(6-fluoro-1,2-benzisoxazol-3-yl)piperidin-1-yl]ethyl}-2-hydroxy-propionamide